1-(6-Hydrazinopyridin-3-yl)pyrrolidin-2-one methyl-4-(benzylthio)-3,5-dimethoxybenzoate COC(C1=CC(=C(C(=C1)OC)SCC1=CC=CC=C1)OC)=O.N(N)C1=CC=C(C=N1)N1C(CCC1)=O